C(C(=O)O)(=O)O.C1=CC=CC=2NC3=CC=CC=C3C(C12)=O 9-acridone oxalate